N-(benzylidene)-4-bromoaniline C(C1=CC=CC=C1)=NC1=CC=C(C=C1)Br